C(CCCCCCCCCCCCCC)C=1C=C(OCCO)C=C(C1)B1OC(C(O1)(C)C)(C)C 2-(3-pentadecyl-5-(4,4,5,5-tetramethyl-1,3,2-dioxaborolan-2-yl)phenoxy)ethanol